C[Si](C)O[Si](C)(C)CC[Si](C)(C)O[Si](C)C 1,2-bis(tetramethyldisiloxanyl)ethane